CN([C@H]1CN(CC1)C=1C2=CN(N=C2C(=C(C1)F)C(=O)OC)CC)C methyl 4-[(3R)-3-(dimethylamino)pyrrolidin-1-yl]-2-ethyl-6-fluoroindazole-7-carboxylate